7-phenylheptane-1-thiol C1(=CC=CC=C1)CCCCCCCS